1-(3-chlorophenyl)-4-(3-chloropropyl)piperazine ClC=1C=C(C=CC1)N1CCN(CC1)CCCCl